3-(3-chloro-2-methylanilino)-2-[3-(2-methoxy-2-methylpropoxy)pyridin-4-yl]-1,5,6,7-tetrahydro-4H-pyrrolo[3,2-c]pyridin-4-one ClC=1C(=C(NC2=C(NC3=C2C(NCC3)=O)C3=C(C=NC=C3)OCC(C)(C)OC)C=CC1)C